2-aminoethylisobutylmethylamine NCCN(C)CC(C)C